cis-1-amino-2,3-dihydro-1H-indene-2-carboxylic acid N[C@H]1[C@H](CC2=CC=CC=C12)C(=O)O